[(1-Formyl-4-hydroxy-6-phenoxy-isoquinoline-3-carbonyl)-amino]-acetic acid C(=O)C1=NC(=C(C2=CC(=CC=C12)OC1=CC=CC=C1)O)C(=O)NCC(=O)O